NCCC1=CC=C(NC(CCCNC(=O)N2C=CC3=C2N=CN=C3N(C)[C@H]3CN(CC[C@H]3C)C(CC#N)=O)=O)C=C1 N-[4-[4-(2-aminoethyl)anilino]-4-oxo-butyl]-4-[[(3R,4R)-1-(2-cyanoacetyl)-4-methyl-3-piperidinyl]-methyl-amino]pyrrolo[2,3-d]pyrimidine-7-carboxamide